1-(4-methoxybenzyl)tetrahydro-1H-furo[3,4-b]pyrrole COC1=CC=C(CN2C=3C(CC2)COC3)C=C1